tert-butyl-9-((1-(3-(2,6-dioxopiperidin-3-yl)-5-fluoro-1-methyl-1H-indazol-6-yl)piperidin-4-yl)methyl)-3,9-diazaspiro[5.5]undecane-3-carboxylate C(C)(C)(C)OC(=O)N1CCC2(CC1)CCN(CC2)CC2CCN(CC2)C2=C(C=C1C(=NN(C1=C2)C)C2C(NC(CC2)=O)=O)F